3-methyl-1H-imidazol-3-ium hexafluorophosphate F[P-](F)(F)(F)(F)F.C[N+]1=CNC=C1